C1[C@H](NCC1=O)C(=O)O The molecule is the L-enantiomer of 4-oxoproline. It is a 4-oxoproline, a L-proline derivative and a non-proteinogenic L-alpha-amino acid. It is a tautomer of a 4-oxo-L-proline zwitterion.